(5-fluoro-2-methoxypyridin-4-yl)-1-[[2-(trimethylsilyl)ethoxy]methyl]-1,2,4-triazole-3-carboxylic acid methyl ester COC(=O)C1=NN(C(=N1)C1=CC(=NC=C1F)OC)COCC[Si](C)(C)C